COC1=C(C=CC=C1)C1=NC2=C3N=C(C=C(C3=CC=C2C(=C1)C1=CC=CC=C1)C1=CC=CC=C1)C1=C(C=CC=C1)OC (E)-2,9-bis(2-methoxyphenyl)-4,7-diphenyl-1,10-phenanthroline